CC1=NC(=NO1)C(=O)N Methyl-1,2,4-oxadiazole-3-carboxamide